C(C)(C)(C)C1=CC(=NO1)NC(OCC1=CC=C2C=C(C(=NC2=C1)C)C1C(NC(CC1)=O)=O)=O (3-(2,6-dioxopiperidin-3-yl)-2-methylquinolin-7-yl)methyl (5-(tert-butyl)isoxazol-3-yl)carbamate